COC1=CC=C(C=2C=C(OC21)C2CCOCC2)C=2C=CC(=NC2)O 5-(7-methoxy-2-(tetrahydro-2H-pyran-4-yl)benzofuran-4-yl)pyridin-2-ol